((dimethylamino)(dimethyliminio)methyl)-1H-benzo[d][1,2,3]triazole 3-oxide hexafluorophosphate F[P-](F)(F)(F)(F)F.CN(C)C(=[N+](C)C)N1N=[N+](C2=C1C=CC=C2)[O-]